4-Methoxy-naphthalene-1-sulfonic acid [4-fluoro-2-(6-methanesulfonylamino-carbonyl-pyridin-2-ylethynyl)-phenyl]-amide FC1=CC(=C(C=C1)NS(=O)(=O)C1=CC=C(C2=CC=CC=C12)OC)C#CC1=NC(=CC=C1)C(=O)NS(=O)(=O)C